BrC=1C2=C(C(=NC1)Cl)C=NN2COCC[Si](C)(C)C 2-[(7-bromo-4-chloro-pyrazolo[4,3-c]pyridin-1-yl)methoxy]ethyl-trimethyl-silane